O1CC(CC1)C(C(=O)OC(COCCOC1=NC(=CC=C1)Br)C)CCCCCCCCCCCCCC 1-[2-[(6-bromo-2-pyridyl)oxy]ethoxy]propan-2-ol tetrahydrofuran-3-yl-palmitate